1-[4-(cyclopentylamino)-5-[4-[4-(2-oxoethyl)cyclohexyl]triazol-1-yl]-2-pyridyl]pyrazolo[3,4-b]pyridine-5-carbonitrile C1(CCCC1)NC1=CC(=NC=C1N1N=NC(=C1)C1CCC(CC1)CC=O)N1N=CC=2C1=NC=C(C2)C#N